r-L-lysine N[C@H](CCCCN)C(=O)O